BrC=1C(=C(C=2C=CC3=C4C=CC=CC4=CC=C3C2C1)Br)Br tribromochrysene